(S)-2-(4-chlorobenzyl)-6-(2-methyl-2,3-dihydrobenzofuran-5-yl)pyridazin-3(2H)-one ClC1=CC=C(CN2N=C(C=CC2=O)C=2C=CC3=C(C[C@@H](O3)C)C2)C=C1